3-(1,1-Difluoroethyl)benzamide Dimethyl-4-(7-cyanobenzo[b]thiophen-3-yl)-2-cyclopropyl-6-formyl-1,4-dihydropyridin-3,5-dicarboxylat COC(=O)C1=C(NC(=C(C1C=1C2=C(SC1)C(=CC=C2)C#N)C(=O)OC)C=O)C2CC2.FC(C)(F)C=2C=C(C(=O)N)C=CC2